2-[(2E)-2-(aminomethyl)-3-fluoroprop-2-en-1-yl]-4-[5-(1-methyl-1,2,3,6-tetrahydropyridin-4-yl)thiophen-2-yl]methyl-2,4-dihydro-3H-1,2,4-triazol-3-one hydrochloride Cl.NC/C(/CN1N=CN(C1=O)CC=1SC(=CC1)C=1CCN(CC1)C)=C\F